N,N'-(Azanediylbis(ethane-2,1-diyl))bis(1-hydroxy-6-oxo-1,6-dihydropyridine-2-carboxamide) HBr Br.N(CCNC(=O)C=1N(C(C=CC1)=O)O)CCNC(=O)C=1N(C(C=CC1)=O)O